S=C1C=C(N=C2N1C=CC=C2)C#N 4-thioxopyrido[1,2-a]pyrimidine-2-carbonitrile